C1(C(=CC(C=C1)=O)C=O)=O benzoquinonal